C(C)(C)(C)OC(=O)N1C=CC2=C(C=CC=C12)C1=C(C=C2NC(C=3N(C2=C1OC)C(=NN3)C)(C)C)F 4-(7-Fluoro-9-methoxy-1,4,4-trimethyl-5H-[1,2,4]triazolo[4,3-a]quinoxalin-8-yl)-1H-indole-1-carboxylic acid tert-butyl ester